C(C)(C)(C)OC(=O)N1C[C@H]([C@H](C1)N(C)C)C(=O)O |o1:9,10| rac-rel-cis-1-(tert-butoxycarbonyl)-4-((R)-dimethylamino)pyrrolidine-3-(R)-carboxylic acid